BrC1=CC=C(C=C1)CCC(=O)N 3-(4-bromophenyl)propanamide